4-methyl-N-(6-(1-methyl-1H-pyrazol-4-yl)isoquinolin-3-yl-4-d)piperazine-1-carboxamide CN1CCN(CC1)C(=O)NC=1N=CC2=CC=C(C=C2C1[2H])C=1C=NN(C1)C